N,N,N',N'-tetracyclohexyl-1,2-phenylenedioxydiacetamide C1(CCCCC1)N(C(COC1=C(C=CC=C1)OCC(=O)N(C1CCCCC1)C1CCCCC1)=O)C1CCCCC1